4-fluoro-1H-indol-5-ol FC1=C2C=CNC2=CC=C1O